C[C@@H]1CN(CCC1=O)C(=O)OC(C)(C)C |r| racemic-tert-butyl 3-methyl-4-oxopiperidine-1-carboxylate